N-(3-(5-chloro-2-methoxyphenyl)-1-(2-(1-methylcyclobutylamino)eth-yl)-1H-pyrazol-4-yl)pyrazolo[1,5-a]pyrimidine-3-carboxamide ClC=1C=CC(=C(C1)C1=NN(C=C1NC(=O)C=1C=NN2C1N=CC=C2)CCNC2(CCC2)C)OC